(3-Bromo-1-bicyclo[1.1.1]pentanyl)methanol BrC12CC(C1)(C2)CO